ClC1=C(N=C(NC1=O)C1=CC(=NC=C1)F)N1C2COCC1CCC2 5-chloro-2-(2-fluoro-4-pyridinyl)-4-(3-oxa-9-azabicyclo[3.3.1]nonan-9-yl)-1H-pyrimidin-6-one